(S)-2-(4-bromo-5-chlorothiophene-2-carboxamido)-N1-(1-(2-(2-adamantylamino)-2-oxoethyl)-2-oxo-1,2-dihydropyridin-3-yl)-N6-methyl-5-oxohexanediamide BrC=1C=C(SC1Cl)C(=O)N[C@H](C(=O)NC=1C(N(C=CC1)CC(=O)NC1C2CC3CC(CC1C3)C2)=O)CCC(C(=O)NC)=O